4-(5-cyano-2-cyclopropylphenyl)-N-(5-(4-cyanophenyl)thiazolo[5,4-b]pyridin-2-yl)-6-methylnicotinamide C(#N)C=1C=CC(=C(C1)C1=CC(=NC=C1C(=O)NC=1SC2=NC(=CC=C2N1)C1=CC=C(C=C1)C#N)C)C1CC1